F[C@@H]1CN(CC[C@@H]1NC=1C=2C=C(N(C2C=CC1)CC(F)(F)F)C=1SC(=CN1)CNC1=CC=CC=C1)C |r| (+/-)-N-[(3R,4S)-3-fluoro-1-methylpiperidin-4-yl]-2-{5-[(phenylamino)methyl]-1,3-thiazol-2-yl}-1-(2,2,2-trifluoroethyl)-1H-indol-4-amine